BrN1C=C2C(C(CNN2CO)=O)=C(C1)NC 7-bromo-1-(hydroxymethyl)-5-(methylamino)-3,4-dihydropyrido[4,3][1,2]diazin-4-one